19-chloro-4,6,8,10,12,14,16-heptamethylnonadecyl nonyloxymethyl ether C(CCCCCCCC)OCOCCCC(CC(CC(CC(CC(CC(CC(CCCCl)C)C)C)C)C)C)C